10-{4-[4-({(1R)-1-[3-(difluoromethyl)-2-fluorophenyl]ethyl}amino)-2-methylpyrido[3,4-d]pyrimidin-6-yl]piperazin-1-yl}-10-oxodecanoic acid methyl ester COC(CCCCCCCCC(=O)N1CCN(CC1)C1=CC2=C(N=C(N=C2N[C@H](C)C2=C(C(=CC=C2)C(F)F)F)C)C=N1)=O